2-Methyl-2-(3-(trifluoromethyl)-4-((4-(4-(trifluoromethyl)benzyl)piperazin-1-yl)methyl)phenoxy)propanoic acid CC(C(=O)O)(C)OC1=CC(=C(C=C1)CN1CCN(CC1)CC1=CC=C(C=C1)C(F)(F)F)C(F)(F)F